The molecule is a branched amino tetrasaccharide comprising N-acetyl-D-glucosamine at the reducing end with a N-acetyl-alpha-D-galactosaminyl-(1->3)-[alpha-L-fucosyl-(1->2)]-beta-D-galactosyl moiety attached at the 3-position. It has a role as an antigen. It is an amino tetrasaccharide, a galactosamine oligosaccharide and a glucosamine oligosaccharide. C[C@H]1[C@H]([C@H]([C@@H]([C@@H](O1)O[C@@H]2[C@H]([C@H]([C@H](O[C@H]2O[C@H]3[C@@H]([C@H](OC([C@@H]3NC(=O)C)O)CO)O)CO)O)O[C@@H]4[C@@H]([C@H]([C@H]([C@H](O4)CO)O)O)NC(=O)C)O)O)O